2,4-di-t-butylhydroquinone C(C)(C)(C)C1=C(O)C=CC(C1)(O)C(C)(C)C